disodium methyl taurate NCCS(=O)(=O)OC.[Na].[Na]